C(C)(C)(C)C1=C(OCCSCC2=NNC(O2)=O)C=CC=C1C(C)(C)C 5-[(2,3-Di-tert-butylphenoxyethylsulfanyl)methyl]-1,3,4-oxadiazol-2(3H)-one